(6-(3-(6,7-dihydropyrazolo[1,5-a]pyrimidin-4(5H)-yl)-7,8-dihydro-1,6-naphthyridin-6(5H)-yl)-5-methylpyridazin-3-yl)(3-methoxy-3-methylazetidin-1-yl)methanone N1=CC=C2N1CCCN2C=2C=NC=1CCN(CC1C2)C2=C(C=C(N=N2)C(=O)N2CC(C2)(C)OC)C